2-(3-(((3R)-1-(1-hydroxy-prop-2-yl)piperidin-3-yl)amino)-1,2,4-triazin-6-yl)-3-methyl-5-(trifluoromethyl)phenol OCC(C)N1C[C@@H](CCC1)NC=1N=NC(=CN1)C1=C(C=C(C=C1C)C(F)(F)F)O